N(=[N+]=[N-])CC(CO)C 3-azido-2-methylpropan-1-ol